ClC1=C(C=C(N=N1)C=1C(NC(NC1)=O)=O)N1CCCC1 5-(6-Chloro-5-(pyrrolidin-1-yl)pyridazin-3-yl)pyrimidine-2,4(1H,3H)-dione